FC=1C=CC(=C2C=C(NC12)C(=O)N)OC 7-fluoro-4-methoxy-1H-indole-2-carboxamide